FC=1C=2N(C=C(C1)C1=NC=3C=CN(C(C3C=C1)=O)[C@@H]1C[C@@H](N(CC1)C(=O)OC(C)(C)C)C)C=C(N2)C tert-butyl (2S,4S)-4-[2-(8-fluoro-2-methyl-imidazo[1,2-a]pyridin-6-yl)-5-oxo-1,6-naphthyridin-6-yl]-2-methyl-piperidine-1-carboxylate